1-amino-N-{[4-(6-methyl-1,2,4,5-tetrazin-3-yl)phenyl]methyl}-3,6,9,12,15,18,21,24,27,30,33,36-dodecaoxanonatriacontan-39-amide NCCOCCOCCOCCOCCOCCOCCOCCOCCOCCOCCOCCOCCC(=O)NCC1=CC=C(C=C1)C=1N=NC(=NN1)C